C(CCCCC)(=O)N caproamide